C(C1=CC=CC=C1)OC(=O)N1CC=CC=C1.OCCOC1CCNCC1 4-(2-hydroxyethoxy)piperidine Benzyl-pyridine-1-carboxylate